C(=C)(C)C1=CC(=NN(C1=O)C=1C=NC=C(C1)C=1N(N=NC1)C)C(=O)OC methyl 5-isopropenyl-1-[5-(3-methyltriazol-4-yl)-3-pyridyl]-6-oxo-pyridazine-3-carboxylate